(7-(4-(4-(benzo[b]thiophen-4-yl)piperazin-1-yl)butoxy)quinolin-2-yloxy)methyl ethylcarbamate C(C)NC(OCOC1=NC2=CC(=CC=C2C=C1)OCCCCN1CCN(CC1)C1=CC=CC=2SC=CC21)=O